n-butenelactone C1(C=CCO1)=O